2-((1r,4r)-4-(6-(benzenesulfonyl)-2-(1H-pyrazol-4-yl)imidazo[4,5-d]Pyrrolo[2,3-b]Pyridin-1(6H)-yl)cyclohexyl)acetonitrile C1(=CC=CC=C1)S(=O)(=O)N1C=CC=2C1=NC=C1C2N(C(=N1)C=1C=NNC1)C1CCC(CC1)CC#N